methyl 3-[6-[3-(5-chloro-2-fluoro-phenyl)-1H-pyrazol-4-yl]-1,5-naphthyridin-3-yl]-7,8-dihydro-5H-pyrido[4,3-c]pyridazine-6-carboxylate ClC=1C=CC(=C(C1)C1=NNC=C1C=1N=C2C=C(C=NC2=CC1)C1=CC2=C(N=N1)CCN(C2)C(=O)OC)F